2,3-Dichloro-N-[4-[(E)-3-[4-[2-hydroxyethyl(methyl)amino]phenyl]prop-2-enoyl]phenyl]benzamide ClC1=C(C(=O)NC2=CC=C(C=C2)C(\C=C\C2=CC=C(C=C2)N(C)CCO)=O)C=CC=C1Cl